C1(CCCCC1)CN1N=C(C=C1C(=O)NC1=CC(=CC=C1)S(=O)(=O)C)C(F)F 1-(cyclohexylmethyl)-3-(difluoromethyl)-N-(3-(methylsulfonyl)phenyl)-1H-pyrazole-5-carboxamide